1-(2-hydroxyethyl)-8-methoxy-4,5-dihydro-1H-pyrazolo[4,3-H]quinazoline-3-carboxylic acid methyl ester COC(=O)C1=NN(C2=C1CCC=1C=NC(=NC21)OC)CCO